1,2,3,4-tetraethyl 6-methyl 9H-carbazole-1,2,3,4,6-pentacarboxylate C1(=C(C(=C(C=2C3=CC(=CC=C3NC12)C(=O)OC)C(=O)OCC)C(=O)OCC)C(=O)OCC)C(=O)OCC